2-bromo-9-phenyl-(6-(4-vinylphenyl)hexyl)-9H-fluorene BrC1=C(C=2C(C3=CC=CC=C3C2C=C1)C1=CC=CC=C1)CCCCCCC1=CC=C(C=C1)C=C